C1(=CC=CC=C1)C(CCC1=CC=NC=C1)=O 1-phenyl-3-(pyridin-4-yl)-1-propanone